C1(CC1)C=1C=C(C=C2C(=NN(C12)CC#C)NC(C1=CC=C(C=C1)F)=O)F N-(7-cyclopropyl-5-fluoro-1-(prop-2-yn-1-yl)-1H-indazol-3-yl)-4-fluorobenzamide